7-fluoro-6-(1-(6-(6-methyl-pyridin-3-yl)-imidazo[4,5-b]pyrazin-1-yl)-ethyl)-quinoline FC1=C(C=C2C=CC=NC2=C1)C(C)N1C=NC=2C1=NC(=CN2)C=2C=NC(=CC2)C